N-[4-(2-carbamimidamidoethyl)phenyl]-5-(1-carbamimidoyl-1,2,3,6-tetrahydropyridin-4-yl)furan-2-carboxamide N(C(=N)N)CCC1=CC=C(C=C1)NC(=O)C=1OC(=CC1)C=1CCN(CC1)C(N)=N